[8-(naphthalen-1-ylsulfonyl)-3,8-diazabicyclo[3.2.1]oct-3-yl](1H-1,2,3-triazol-5-yl)methanone methyl-2,4,6-trimethylbenzoylphenylphosphinate CC1=C(C=CC=C1)P(O)(=O)C(C1=C(C=C(C=C1C)C)C)=O.C1(=CC=CC2=CC=CC=C12)S(=O)(=O)N1C2CN(CC1CC2)C(=O)C2=CN=NN2